COC(C(=O)N1CCC(CC1)NC(OC(C)(C)C)=O)(C)C tert-butyl N-[1-(2-methoxy-2-methylpropanoyl)piperidin-4-yl]carbamate